N[N+]1=CC(=C(C(=C1)OC)Cl)Br 1-amino-3-bromo-4-chloro-5-methoxypyridin-1-ium